NC1=C2C(=NC=N1)N(N=C2C=2SC1=C(C2)C=C(C=C1OC)C)C1CNC1 3-(4-amino-3-(7-methoxy-5-methylbenzothiophen-2-yl)-1H-pyrazolo[3,4-d]pyrimidine-1-yl)azetidine